N1C=CC=2C1=NC=CC2C=2C1=C(N=CN2)CN(C1)C(C(F)Cl)=O 1-(4-(1H-pyrrolo[2,3-b]pyridin-4-yl)-5,7-dihydro-6H-pyrrolo[3,4-d]pyrimidin-6-yl)-2-chloro-2-fluoroethan-1-one